{1-(cis-4-{[4-(1-hydroxy-1-methylethyl)-6-(trifluoromethyl)pyridin-2-yl]oxy}cyclohexyl)-3-[4-(7H-pyrrolo[2,3-d]pyrimidin-4-yl)-1H-pyrazol-1-yl]azetidin-3-yl}acetonitrile OC(C)(C)C1=CC(=NC(=C1)C(F)(F)F)O[C@H]1CC[C@H](CC1)N1CC(C1)(N1N=CC(=C1)C=1C2=C(N=CN1)NC=C2)CC#N